ClC1=CC=C(C(=N1)C(=O)O)NC(C)C=1C(=C(C=C2C(N(C(=NC12)N1CCC(CC1)(F)F)C)=O)C)C 6-chloro-3-((1-(2-(4,4-difluoropiperidin-1-yl)-3,6,7-trimethyl-4-oxo-3,4-dihydroquinazolin-8-yl)ethyl)amino)picolinic acid